NC=1C(=NC(=CN1)C1=C(C=CC(=C1)C(C(F)F)(CO)O)C([2H])([2H])[2H])C(=O)NC12CCC(C1)(C2)C#N Amino-N-(4-cyanobicyclo[2.1.1]hexan-1-yl)-6-(5-(1,1-difluoro-2,3-dihydroxypropan-2-yl)-2-(methyl-d3)phenyl)pyrazine-2-carboxamide